2-(2-methacryloyloxyethyloxy)ethyl isocyanate C(C(=C)C)(=O)OCCOCCN=C=O